4-methoxy-2-nitro-5-[(3S)-tetrahydrofuran-3-yl]oxo-benzoic acid methyl ester COC(C=1C(C(C(=C(C1)[C@H]1COCC1)OC)=O)[N+](=O)[O-])=O